CC1=C(C(CCC1)(C)C)C=CC(C)=O 4-(2,6,6-Trimethylcyclohex-1-en-1-yl)-but-3-en-2-on